COC=1C=C2[C@]3(C(NC2=CC1)=O)[C@@H](C3)C3=CC=C1C(=NNC1=C3)NC=3N(N=CC3OC)C (1R,2S)-5'-methoxy-2-{3-[(4-methoxy-2-methylpyrazol-3-yl)amino]-1H-indazol-6-yl}-1'H-spiro[cyclopropane-1,3'-indol]-2'-one